tert-Butyl (3R)-4-(4-bromo-3-chloro-2-fluoro-benzoyl)-3-(hydroxymethyl)piperazine-1-carboxylate BrC1=C(C(=C(C(=O)N2[C@H](CN(CC2)C(=O)OC(C)(C)C)CO)C=C1)F)Cl